C(#C)C1=C(OCC=2C(=C(C(=O)O)C=CC2)F)C=CC(=C1)C(F)(F)F 3-((2-ethynyl-4-(trifluoromethyl)phenoxy)methyl)-2-fluorobenzoic acid